3,12-dihydroxy-7-ketocholanic acid OC1CC2CC([C@H]3[C@@H]4CC[C@H]([C@@H](CCC(=O)O)C)[C@]4(C(C[C@@H]3[C@]2(CC1)C)O)C)=O